quinolin-2-carbonitrile N1=C(C=CC2=CC=CC=C12)C#N